FC1=C(C2=C(OCO2)C=C1NC1=NC(=CC(=N1)C)NC)C=1C[C@@H](CNCC1)O |o1:22| rel-(3S)-5-[5-fluoro-6-[[4-methyl-6-(methylamino)pyrimidin-2-yl]amino]-1,3-benzodioxol-4-yl]-2,3,4,7-tetrahydro-1H-azepin-3-ol